C(CCCCCCCCC)C1NC(OC1)=O 4-decyloxazolidin-2-one